O=C1NC(CCC1N1C(C2=CC=C(C=C2C1=O)N1CCC(CC1)CN1CCC(CC1)(CCN1[C@H](CNCC1)C)F)=O)=O 2-(2,6-dioxo-3-piperidyl)-5-[4-[[4-fluoro-4-[2-[(2S)-2-methylpiperazin-1-yl]ethyl]-1-piperidyl]methyl]-1-piperidyl]isoindoline-1,3-dione